CCCCCCCCCCCCCCCCCC(=O)OC[C@H](COP(=O)([O-])OC1[C@@H]([C@H](C([C@H]([C@H]1O)O)O)O)O)OC(=O)CCCCCCC/C=C\\CCCCCCCC The molecule is a 1-octadecanoyl-2-acyl-sn-glycero-3-phospho-1D-myo-inositol(1-) in which the 2-acyl group is specified as oleoyl. It is a conjugate base of a 1-stearoyl-2-oleoyl-sn-glycero-3-phospho-1D-myo-inositol.